C6-hexanal CCCCCC=O